O=C1CCCN(C1)C(=O)[O-] 5-oxopiperidine-1-carboxylate